NC1=CC=C(CN2C=NC3=C2C=C(C(=C3F)NC3=C(C=C(C=C3)Br)Cl)C(=O)OC)C=C1 Methyl 1-(4-aminobenzyl)-5-((4-bromo-2-chlorophenyl)amino)-4-fluoro-1H-benzo[d]imidazole-6-carboxylate